FC1=C(C=C(C(=O)NCC2=C(C=CC3=C2N(C=N3)C)OC)C=C1)OC 4-fluoro-3-methoxy-N-((6-methoxy-1-methyl-1H-benzimidazol-7-yl)methyl)benzamide